C(=C)C1=CC=C(C=C1)S(=O)(=O)[O-].C(C(=C)C)(=O)OC(CCCCCCCC)C(CCCCCCCC(=O)OC)N1C=[N+](C=C1)C 1-(9-(Methacryloyloxy)-18-methoxy-18-oxo-octadecan-10-yl)-3-methyl-1H-imidazolium 4-vinylbenzenesulfonate